NC=1N(N=C2CN(CCC21)S(=O)(=O)CC)C(=O)C2CCNC1=CC=CC=C21 (3-amino-6-(ethylsulfonyl)-4,5,6,7-tetrahydro-pyrazolo[3,4-c]pyridin-2-yl)(1,2,3,4-tetrahydro-quinolin-4-yl)methanone